[K+].FC1(OC(OC1(F)F)(C(F)(F)F)C(=O)[O-])C(F)(F)F Perfluoro(2,4-dimethyl-1,3-dioxolan-2-yl)carboxylic acid potassium salt